NCC1C(CCCC1)CN 1,2-bis(amino-methyl)cyclohexane